BrC1=C(C=CC=C1)OC1CC1 1-bromo-2-(cyclopropoxy)benzene